3-[3-(4-piperidyloxy)phenyl]piperidine-2,6-dione N1CCC(CC1)OC=1C=C(C=CC1)C1C(NC(CC1)=O)=O